Cl[C@@H]1C[C@H]2[C@H](CCC3=C(O2)C(=C(C=C3)C(=O)OCC)F)[C@H]1C=O Ethyl (1S,2R,3aS,10aR)-2-chloro-5-fluoro-1-formyl-2,3,3a,9,10,10a-hexahydro-1H-benzo[b]cyclopenta[f]oxepin-6-carboxylate